7-(3,5-dimethylisoxazol-4-yl)-2-isopropyl-2H-benzo[b][1,4]oxazin-3(4H)-one CC1=NOC(=C1C=1C=CC2=C(OC(C(N2)=O)C(C)C)C1)C